C1(CC1)N1N=C(C2=C1C(N(N=C2C)CC(=O)N[C@@H](C)C2=CC=C(C=C2)C)=O)C (S)-2-(1-Cyclopropyl-3,4-dimethyl-7-oxo-1,7-dihydro-6H-pyrazolo[3,4-d]pyridazin-6-yl)-N-(1-(p-tolyl)ethyl)acetamid